[O-]S(=O)(=O)C(F)(F)F.C(CCCCCCCCCC)[NH+]1C(CCCC1)CC 1-undecyl-2-ethylpiperidinium triflate